ethylallene C(C)C=C=C